C(C)C1=CC(=C(C(=C1)C)O)CCC1C(C(=CC(=C1)CC)C(=O)NN=C(C)CC(C)C)=O 4-ethyl-2-(5-ethyl-3-(2-(4-methylpent-2-ylidene)hydrazine-1-carbonyl)-2-oxophenethyl)-6-methylphenol